COC1=C(C=CC(=N1)C=1N=NN(C1C(=O)O)C)S(=O)(=O)C 4-(6-methoxy-5-(methylsulfonyl)pyridin-2-yl)-1-methyl-1H-1,2,3-triazole-5-Formic acid